2-(3-{3-[(dimethylamino)methyl]pyrrolidin-1-yl}-1,2,4-triazin-6-yl)-5-(1H-pyrazol-4-yl)phenol CN(C)CC1CN(CC1)C=1N=NC(=CN1)C1=C(C=C(C=C1)C=1C=NNC1)O